C(C(C)(C)C)(=O)OCO[C@@H]1[C@H](O[C@@]([C@@H]1O)(C#N)C1=CC=C2C(=NC=NN21)N)COC(CC2=CC=CC=C2)=O (((2R,3S,4R,5R)-5-(4-aminopyrrolo[2,1-f][1,2,4]triazin-7-yl)-5-cyano-4-hydroxy-2-((2-phenylacetoxy)methyl)tetrahydrofuran-3-yl)oxy)methyl pivalate